NC1=NC=NN2C1=C(C=C2C=2C=CC(=C(C(=O)N[C@@H]1CN(C[C@@H]1F)C(CC1CC(C1)(F)F)=O)C2)C)C(F)(F)F 5-[4-amino-5-(trifluoromethyl)pyrrolo[2,1-f][1,2,4]triazin-7-yl]-N-[(3R,4S)-1-[2-(3,3-difluorocyclobutyl)acetyl]-4-fluoropyrrolidin-3-yl]-2-methylbenzamide